(2S,4r)-1-[(2S)-2-(4-cyclopropyl-triazol-1-yl)-3,3-dimethyl-butyryl]-4-hydroxy-N-[(3-methyl-6-oxo-3-piperidinyl)methyl]pyrrolidine-2-carboxamide C1(CC1)C=1N=NN(C1)[C@H](C(=O)N1[C@@H](C[C@H](C1)O)C(=O)NCC1(CNC(CC1)=O)C)C(C)(C)C